1-(4-(((1r,4r)-4-(aminomethyl)cyclohexyl)methoxy)phenyl)-3-((2-(2,6-dioxopiperidin-3-yl)-1-oxoisoindolin-5-yl)methyl)urea NCC1CCC(CC1)COC1=CC=C(C=C1)NC(=O)NCC=1C=C2CN(C(C2=CC1)=O)C1C(NC(CC1)=O)=O